C(CCCCCNC(=O)[O-])NC(=O)OC methyl 1,6-hexanedicarbamate